C(C(O)C)(=O)N lactylamine